tert-Butyl 2,2-difluoro-1-oxo-8-azaspiro[4.5]decane-8-carboxylate FC1(C(C2(CC1)CCN(CC2)C(=O)OC(C)(C)C)=O)F